4-(((R)-3-(but-2-ynamido)piperidin-1-yl)methyl)picolinamide C(C#CC)(=O)N[C@H]1CN(CCC1)CC1=CC(=NC=C1)C(=O)N